(E)-butyric acid-3,7-dimethyl-2,6-octadienyl ester CC(=CCOC(CCC)=O)CCC=C(C)C